C(C)(C)(C)C=1C=CC2=C(C=NS(O2)(=O)=O)C1 6-(Tert-butyl)benzo[e][1,2,3]oxathiazine 2,2-dioxide